C(OCCCCCCCCCCCC)(OCCCCCCCCCCCC)=O bisdodecyl carbonate